α-(3-bromo-benzyl)-proline BrC=1C=C(C[C@@]2(NCCC2)C(=O)O)C=CC1